(4-(3-((2-chloro-3-(trifluoromethyl)benzyl)(2,2-diphenylethyl)amino)propoxy)-1H-indol-1-yl)acetic acid ClC1=C(CN(CCCOC2=C3C=CN(C3=CC=C2)CC(=O)O)CC(C2=CC=CC=C2)C2=CC=CC=C2)C=CC=C1C(F)(F)F